Cl.N1CCC2(CC1)COC1=C2C=CC(=C1)N[C@@H]1C(NC(CC1)=O)=O (S)-3-((2H-spiro[benzofuran-3,4'-piperidin]-6-yl)amino)piperidine-2,6-dione HCl salt